BrC=1C=2N(C=C(C1)Cl)N=C(N2)C 8-bromo-6-chloro-2-methyl-[1,2,4]triazolo[1,5-a]pyridine